C(C1=CC=CC=C1)N1C(=C(C=C1C)C(CN1C=C(C(=CC1=O)C)C#N)=O)C 1-(2-(1-benzyl-2,5-dimethyl-1H-pyrrol-3-yl)-2-oxoethyl)-4-methyl-6-oxo-1,6-dihydropyridine-3-carbonitrile